ClC1=C(C=CC=C1COC1=NC(=C(C(=N1)OC)CN1[C@@H](CCC1)C(=O)O)OC)C1=C(C(=CC=C1)OCCCN1CCOCC1)C1CC1 ((2-((2-chloro-2'-cyclopropyl-3'-(3-morpholinopropoxy)-[1,1'-biphenyl]-3-yl)methoxy)-4,6-dimethoxypyrimidin-5-yl)methyl)-L-proline